C(C)OC(C(C(C)C)CN1N=CC(=C1)C1=CC=2N(C=C1)C=CN2)=O 2-[(4-imidazo[1,2-a]pyridin-7-ylpyrazol-1-yl)methyl]-3-methyl-butanoic acid ethyl ester